C(=O)[O-].[NH+]1=C(C=CC=C1)C α-picolinium formate